FC=1C=C(CN(C(OC(C)(C)C)=O)CCCCOCCO)C=C(C1OC(F)(F)F)F tert-butyl (3,5-difluoro-4-(trifluoromethoxy)benzyl)(4-(2-hydroxyethoxy)butyl)carbamate